fluoro-1-methylpiperidin FC1N(CCCC1)C